Pentadecyl (2S)-2-(((((2R,3S,5R)-5-(6-amino-2-fluoro-9H-purin-9-yl)-2-ethynyl-3-hydroxytetra-hydrofuran-2-yl)methoxy)-(phenoxy)phosphoryl)-amino)-3-(3,5-difluoro-phenyl)propanoate NC1=C2N=CN(C2=NC(=N1)F)[C@H]1C[C@@H]([C@@](O1)(C#C)COP(=O)(OC1=CC=CC=C1)N[C@H](C(=O)OCCCCCCCCCCCCCCC)CC1=CC(=CC(=C1)F)F)O